4-methylpiperazine-1-carboxylic acid [(2s,3s,4e,6R)-2-[(2e,4e,6R)-7-[(3R)-3-hydroxypyrrolidine-1-carbonyl] oxy-6-methylhept-2,4-dien-2-yl]-3-methyl-12-oxo-1-oxododec-4-en-6-yl] ester O[C@H]1CN(CC1)C(=O)OC[C@@H](/C=C/C=C(\C)/[C@@H](C=O)[C@H](\C=C\[C@@H](CCCCCC=O)OC(=O)N1CCN(CC1)C)C)C